6-(5-chloro-2-(((1S,2S,3R,5R)-2-hydroxy-8-(methylsulfonyl)-8-azabicyclo[3.2.1]octan-3-yl)amino)pyrimidin-4-yl)-4-fluoro-2-(2-hydroxypropan-2-yl)-1-isopropyl-1H-indole-3-carbonitrile ClC=1C(=NC(=NC1)N[C@H]1[C@@H]([C@@H]2CC[C@H](C1)N2S(=O)(=O)C)O)C2=CC(=C1C(=C(N(C1=C2)C(C)C)C(C)(C)O)C#N)F